BrC1=C2N=C(C(=NC2=C(C(=C1F)F)Br)OCC(CCCCCCCC)CCCCCC)C 5,8-dibromo-6,7-difluoro-2-[(2-hexyldecyl)oxy]-3-methylquinoxaline